5-(4-(2-chloro-3-fluorophenyl)-5-azaspiro[2.4]heptan-5-yl)-N-((R,E)-4-(methylsulfonyl)but-3-en-2-yl)pyrazine-2-carboxamide ClC1=C(C=CC=C1F)C1C2(CC2)CCN1C=1N=CC(=NC1)C(=O)N[C@H](C)\C=C\S(=O)(=O)C